ClC=1C=C(C=CC1Cl)[C@@H](C)N1C(=NC2=C1C=C(C(=C2)F)F)N2C[C@H]([C@@H](CC2)F)N (3R,4R)-1-(1-((1R)-1-(3,4-dichlorophenyl)ethyl)-5,6-difluoro-1H-benzimidazol-2-yl)-4-fluoro-3-piperidinamine